tetrahydropyran-2-yloxyspiro[3.5]nonan-2-one O1C(CCCC1)OC1C(CC12CCCCC2)=O